COC1=C(C2=CC=CC=C2C=C1)C1=C(C=CC2=CC=CC=C12)N[C@@H](C(C)C)C(=O)OC methyl (2'-methoxy-[1,1'-binaphthalen]-2-yl)-L-valinate